C(C)OC(=O)C=1NC=2CCCCC2C1F 3-fluoro-4,5,6,7-tetrahydro-1H-indole-2-carboxylic acid ethyl ester